C(C)(=O)C=1C(NC=C(C1)C(C)ON)=O 3-acetyl-5-(1-(aminooxy)ethyl)pyridin-2(1H)-one